(R)-6-(2-amino-4H-thiazolo[4',5':3,4]cyclopenta[1,2-b]pyridin-7-yl)-N-(4-(chlorodifluoromethoxy)phenyl)-4-methyl-3,4-dihydro-1H-benzo[4,5]imidazo[2,1-c][1,4]oxazine-8-carboxamide NC=1SC2=C(C=3C(=NC=C(C3)C3=CC(=CC=4N=C5COC[C@H](N5C43)C)C(=O)NC4=CC=C(C=C4)OC(F)(F)Cl)C2)N1